4-(2-((1-((2S,4r,6R)-2,6-dimethylpiperidin-4-yl)-1H-pyrazol-4-yl)amino)-5-methylpyrimidin-4-yl)benzoic acid C[C@@H]1N[C@@H](CC(C1)N1N=CC(=C1)NC1=NC=C(C(=N1)C1=CC=C(C(=O)O)C=C1)C)C